CN(S(OC1=C(C=CC=C1)C(=O)N1CCC2=CC(=CC=C12)S(=O)(=O)N1CCNCC1)(=O)=O)C 2-(5-(piperazin-1-ylsulfonyl)indoline-1-carbonyl)phenyl dimethylsulfamate